1-Nonyl-2-Methylpyridinium cyanid [C-]#N.C(CCCCCCCC)[N+]1=C(C=CC=C1)C